C(C)(C)(C)C1=CC(=C(C=C1C)C1=CC(C(=C(N1)C)CN(C([C@H](C)N(C)C)=O)C)=O)C (2S)-N-[[6-(4-tert-butyl-2,5-dimethyl-phenyl)-2-methyl-4-oxo-1H-pyridin-3-yl]methyl]-2-(dimethylamino)-N-methyl-propanamide